1-((1H-1,2,4-triazol-1-yl)methyl)-5-(4-chlorophenoxy)-2,2-dimethyl-2,3-dihydro-1H-inden-1-ol N1(N=CN=C1)CC1(C(CC2=CC(=CC=C12)OC1=CC=C(C=C1)Cl)(C)C)O